CNC(CCCCCCCCC)=O N-methyl-decanamide